(R)-4-benzyl-3-(2-phenylacetyl)oxazolidin-2-one C(C1=CC=CC=C1)[C@H]1N(C(OC1)=O)C(CC1=CC=CC=C1)=O